(2R)-N-benzyl-2-(3-(dimethylamino)-2,5-dioxopyrrolidin-1-yl)propanamide sulfate S(=O)(=O)(O)O.C(C1=CC=CC=C1)NC([C@@H](C)N1C(C(CC1=O)N(C)C)=O)=O